OC(C(=O)N1CC2=C(N=C(NC2=O)C2(CC2)C2=CC=CC=C2)CC1)C1=CC(=CC=C1)C1=CC(=NC=C1)C 6-(2-hydroxy-2-(3-(2-methylpyridin-4-yl)phenyl)acetyl)-2-(1-phenylcyclopropyl)-5,6,7,8-tetrahydropyrido[4,3-d]pyrimidin-4(3H)-one